N[C@@H]1CN(C[C@@H]1O)C(=O)OC(C)(C)C tert-butyl (3R,4S)-3-amino-4-hydroxypyrrolidine-1-carboxylate